[3-(difluoromethoxy)-5-methoxy-4-[(2-methylpropan-2-yl)oxycarbonyl]phenyl]boronic acid FC(OC=1C=C(C=C(C1C(=O)OC(C)(C)C)OC)B(O)O)F